7-cyclopropyl-N-isobutyl-2-(2,2,2-trifluoroacetyl)-1,3-dihydropyrrolo[3,4-g]isoquinoline-9-sulfonamide C1(CC1)C=1N=CC=2C=C3C(=C(C2C1)S(=O)(=O)NCC(C)C)CN(C3)C(C(F)(F)F)=O